N-(6-bromopyridin-2-yl)-7-isopropoxy-2-(1-methyl-2-oxabicyclo[2.1.1]hexan-4-yl)imidazo[1,2-a]pyrimidine-6-carboxamide BrC1=CC=CC(=N1)NC(=O)C=1C(=NC=2N(C1)C=C(N2)C21COC(C2)(C1)C)OC(C)C